N-(5-(2-(1-cyclopropylethyl)-7-(dimethylphosphoryl)-1-oxoisoindolin-5-yl)-4-methylthiazol-2-yl)propionamide C1(CC1)C(C)N1C(C2=C(C=C(C=C2C1)C1=C(N=C(S1)NC(CC)=O)C)P(=O)(C)C)=O